3-(4-aminophenyl)-2,3-dihydro-3-methyl-1,1-diphenyl-1H-indene-5-amine NC1=CC=C(C=C1)C1(CC(C2=CC=C(C=C12)N)(C1=CC=CC=C1)C1=CC=CC=C1)C